5-Amino-1-cyclopentyl-3-[4-[2-hydroxy-1-[(2-methoxybenzoyl)amino]ethyl]-3-methyl-phenyl]pyrazole-4-carboxamide NC1=C(C(=NN1C1CCCC1)C1=CC(=C(C=C1)C(CO)NC(C1=C(C=CC=C1)OC)=O)C)C(=O)N